ClC=1N=C(C2=C(N1)CCS(C2)(=O)=O)Cl 2,4-dichloro-5H,7H,8H-6λ6-thiopyrano[4,3-d]pyrimidine-6,6-dione